(9H-fluoren-9-yl)methyl (4-fluorophenethyl)(3-oxopropyl)carbamate FC1=CC=C(CCN(C(OCC2C3=CC=CC=C3C=3C=CC=CC23)=O)CCC=O)C=C1